CN(C(CC)=O)C=C N-methyl-N-vinyl(methyl)acetamid